methyl (E)-4-[4-(3-chloro-10,11-dihydro-5H-dibenzo[b,f]azepin-5-yl)butylamino]but-2-enoate ClC=1C=CC2=C(N(C3=C(CC2)C=CC=C3)CCCCNC/C=C/C(=O)OC)C1